(3-methoxy-1-methyl-1H-pyrazole-4-carbonyl)glycine COC1=NN(C=C1C(=O)NCC(=O)O)C